(1R,2R)-2-(2-fluoropropan-2-yl)-N-(6-(1-((3S,4S)-4-hydroxy-3-methyltetrahydrofuran-3-yl)piperidin-4-yl)-7-methylisoquinolin-3-yl)cyclopropane-1-carboxamide FC(C)(C)[C@H]1[C@@H](C1)C(=O)NC=1N=CC2=CC(=C(C=C2C1)C1CCN(CC1)[C@]1(COC[C@H]1O)C)C